(1-methyl-1,2,5,6-tetrahydropyridin-3-yl)methanol CN1CC(=CCC1)CO